N'-(6-fluoro-3,3,8-trimethyl-3,4-dihydroquinoxalin-2(1H)-ylidene)acetohydrazide FC=1C=C2NC(C(NC2=C(C1)C)=NNC(C)=O)(C)C